ClC1=CC(=C(N=N1)NS(=O)(=O)C1=CC=C(C=C1)C)C=1COCC1 N-[6-chloro-4-(2,5-dihydrofuran-3-yl)pyridazin-3-yl]-4-methylbenzenesulfonamide